4-hydroxy-2,3-dihydro-1H-indenone OC1=C2CCC(C2=CC=C1)=O